C(C)(C)(C)NC=1C2=C(N=CC1[N+](=O)[O-])N(C=C2)S(=O)(=O)C2=CC=CC=C2 N-(tert-butyl)-5-nitro-1-(phenylsulfonyl)-1H-pyrrolo[2,3-b]pyridin-4-amine